3-methoxy-6-nitroquinolin-2(1H)-one COC=1C(NC2=CC=C(C=C2C1)[N+](=O)[O-])=O